CC(C(=O)O)(C)NC 2-methyl-2-(methylamino)propionic acid